4-(4'-(isoxazol-3-yl)-[1,1'-biphenyl]-4-yl)-1H-1,2,3-triazole-5-carboxylic acid O1N=C(C=C1)C1=CC=C(C=C1)C1=CC=C(C=C1)C=1N=NNC1C(=O)O